NS(=O)(=O)C1=CC=C(C=C1)N1C=CC=C1 4-aminosulfonyl-phenyl-1h-pyrrole